5-[4-(trifluoromethyl)phenyl]-4H-1,2,4-triazol FC(C1=CC=C(C=C1)C=1NC=NN1)(F)F